(3r,4r)-1-(4-chloro-2-fluorophenyl)-4-[(7-chloro-1H-indazol-4-yl)oxymethyl]piperidine-3,4-diol ClC1=CC(=C(C=C1)N1C[C@H]([C@](CC1)(O)COC1=C2C=NNC2=C(C=C1)Cl)O)F